F[C@H]1[C@@H]([C@]2(CN[C@@]1(CC2)C)C)N(C2=CC=C(N=N2)C2=C(C=C(C=C2)N2C=NC=C2)O)C 2-(6-(((1R,4R,5R,6S)-6-fluoro-1,4-dimethyl-2-azabicyclo[2.2.2]octan-5-yl)(methyl)amino)pyridazin-3-yl)-5-(1H-imidazol-1-yl)phenol